diethyl-methyltrimethoxysilane Tert-butyl-((1S)-2-((4-(1-hydroxy-2-methoxyethyl)pyridin-2-yl)amino)-1-((1r,4S)-4-methylcyclohexyl)-2-oxoethyl)carbamate C(C)(C)(C)N(C(O)=O)[C@H](C(=O)NC1=NC=CC(=C1)C(COC)O)C1CCC(CC1)C.C(C)C(O[Si](OC)(OC)C)CC